oxetane-2-ylmethanol O1C(CC1)CO